CC1=C(C=C(N)C=C1)S(=O)(=O)CCCC1=NC=CC=C1 4-methyl-3-[3-(2-pyridyl)propylsulfonyl]aniline